3-cyclopropylpyridazin C1(CC1)C=1N=NC=CC1